3-(bromomethyl)pyridazine hydrobromide Br.BrCC=1N=NC=CC1